NC1=C(C(=NC(=N1)N1C[C@@]2(CCCCC[C@](C1)(C2N)C)C)C(=O)N)C2=C(C(=CC=C2)Cl)Cl 6-amino-5-(2,3-dichlorophenyl)-2-[(1r,7s,11r)-11-amino-1,7-dimethyl-9-azabicyclo[5.3.1]undec-9-yl]pyrimidine-4-carboxamide